N-[3-chloro-4-[4-(piperidine-4-carbonyl)piperazine-1-carbonyl]phenyl]-5-[4-[1-(2-methoxyethyl)-3,5-dimethyl-pyrazol-4-yl]phenyl]-1-methyl-imidazole-2-carboxamide ClC=1C=C(C=CC1C(=O)N1CCN(CC1)C(=O)C1CCNCC1)NC(=O)C=1N(C(=CN1)C1=CC=C(C=C1)C=1C(=NN(C1C)CCOC)C)C